C(C)(C)(C)NC(C)(OCC)NC(C)(C)C bis(tert-butylamino)-ethoxy-ethane